ClC1=C2C=NN(C2=CC=C1C([2H])([2H])[2H])C1OCCCC1 4-chloro-5-(methyl-d3)-1-(tetrahydro-2H-pyran-2-yl)-1H-indazole